propyl-(naphthyl)diphenoxysilane Glyceryl-Myristate C(C(O)CO)OC(CCCCCCCCCCCCC)=O.C(CC)[Si](OC1=CC=CC=C1)(OC1=CC=CC=C1)C1=CC=CC2=CC=CC=C12